Heptadecan-9-yl (Z)-8-((2-hydroxyethyl)(6-(((non-3-en-1-yloxy)carbonyl)oxy)hexyl)amino)octanoate OCCN(CCCCCCCC(=O)OC(CCCCCCCC)CCCCCCCC)CCCCCCOC(=O)OCC\C=C/CCCCC